C(CC)N(CCC1=CNC2=CC(=C(C=C12)OC)C)CCC N,N-dipropyl-2-(5-methoxy-6-methyl-1H-indol-3-yl)ethan-1-amine